methyl 2-((5-(6-((4-cyano-2-fluorobenzyl) oxy) pyridin-2-yl)-2,5-diazabicyclo[4.1.0]hept-2-yl) methyl)-1-((1-ethyl-1H-1,2,3-triazol-5-yl) methyl)-1H-benzo[d]imidazole-6-carboxylate C(#N)C1=CC(=C(COC2=CC=CC(=N2)N2CCN(C3CC23)CC2=NC3=C(N2CC2=CN=NN2CC)C=C(C=C3)C(=O)OC)C=C1)F